(R)-2-(4-cyclopropylphenyl)-N-(1-(5-(2,2,2-trifluoroethoxy)pyridin-2-yl)ethyl)acetamide C1(CC1)C1=CC=C(C=C1)CC(=O)N[C@H](C)C1=NC=C(C=C1)OCC(F)(F)F